(S)-3-((3-(oxiran-2-ylmethoxy)phenyl)sulfonyl)propan-1-ol Benzyl-4-[4-[4-[3-bromopropyl(tert-butoxycarbonyl)amino]-2-oxo-pyrrolidin-1-yl]phenyl]sulfonylpiperazine-1-carboxylate C(C1=CC=CC=C1)C1N(CCN(C1)S(=O)(=O)C1=CC=C(C=C1)N1C(CC(C1)N(C(=O)OC(C)(C)C)CCCBr)=O)C(=O)OCCCS(=O)(=O)C1=CC(=CC=C1)OC[C@H]1OC1